[O-]CC.[O-]CC.[O-]CC.[O-]CCCC.[Ti+4] titanium butoxide triethoxide